2-(4-isopropyl-5-(8-methoxy-[1,2,4]triazolo[1,5-a]pyridin-6-yl)-1H-pyrazol-3-yl)-5-(4-isopropylpiperazin-1-yl)-4-methylthiazole C(C)(C)C=1C(=NNC1C=1C=C(C=2N(C1)N=CN2)OC)C=2SC(=C(N2)C)N2CCN(CC2)C(C)C